6-methyldichloropyrimidin-4-carboxylate CC1=C(C(=NC(=N1)Cl)C(=O)[O-])Cl